CC(CCC(=O)O)(C)C 4,4-dimethyl-pentanoic acid